glycinate TFA salt OC(=O)C(F)(F)F.NCC(=O)O